N-methylisoleucine CN[C@@H]([C@@H](C)CC)C(=O)O